C1(=CC=CC=C1)N(C(=O)N1[C@@H]([C@H]2CC[C@@H](C1)N2C(N(CC2=CSC(=C2)C)CC)=O)C(=O)O)C2=CC=CC=C2 (1R,2S,5S)-3-(diphenylcarbamoyl)-8-(ethyl-((5-methylthiophen-3-yl)methyl)carbamoyl)-3,8-diazabicyclo[3.2.1]octane-2-carboxylic acid